rac-(3ar,5r,7ar)-1-ethyl-3,3,5,7-tetramethyl-5-(3-methylbut-2-en-1-yl)octahydrobenzo[c]isoxazole C(C)N1OC([C@H]2[C@H]1C(C[C@](C2)(CC=C(C)C)C)C)(C)C |r|